(3-chloro-1-hydroxynaphthalen-2-yl)boric acid ClC=1C(=C(C2=CC=CC=C2C1)O)OB(O)O